(R)-1,3-dimethyl-N-(5-(5-methyl-1,2,4-oxadiazol-3-yl)-2,3-dihydro-1H-inden-1-yl)-1H-pyrazole-5-carboxamide CN1N=C(C=C1C(=O)N[C@@H]1CCC2=CC(=CC=C12)C1=NOC(=N1)C)C